C1(CC1)N1N=CC2=CC=C(C=C12)C(=O)O 1-cyclopropyl-1H-indazole-6-carboxylic acid